N4-hydroxycytidine 5'-triphosphate P(O)(=O)(OP(=O)(O)OP(=O)(O)O)OC[C@@H]1[C@H]([C@H]([C@@H](O1)N1C(=O)N=C(NO)C=C1)O)O